di-propyl peroxide C(CC)OOCCC